1-((2-(trimethylsilyl)ethoxy)methyl)-4,6-dihydropyrrolo[3,4-d]imidazole-5(1H)-carboxylic acid ethyl ester C(C)OC(=O)N1CC=2N(C=NC2C1)COCC[Si](C)(C)C